6-amino-7-(3-hydroxy-2,6-dimethylphenyl)-2-methylbenzo[d]thiazole-5-carbonitrile NC1=C(C2=C(N=C(S2)C)C=C1C#N)C1=C(C(=CC=C1C)O)C